tert-butyl 2-(1,1-dioxidotetrahydro-2H-thiopyran-4-yl)-2,4,5,7-tetrahydro-6H-pyrazolo[3,4-c]pyridine-6-carboxylate O=S1(CCC(CC1)N1N=C2CN(CCC2=C1)C(=O)OC(C)(C)C)=O